C1(=CC=CC=2C3=CC=CC=C3NC12)C1=C(C=CC=C1)C1=C(C=2NC3=CC=CC=C3C2C=C1)C1=CC=CC=2[Se]C3=C(C21)C=CC=C3 [(carbazolyl)phenyl](Dibenzoselenophenyl)carbazole